myristyl lactate (tetradecyl lactate) C(CCCCCCCCCCCCC)C(C(=O)O)(O)C.C(C(O)C)(=O)OCCCCCCCCCCCCCC